C(C)(C)N1N=C(N=C1[C@H]1CC(CC1)=O)C1=CC=C(C=C1)C(F)(F)F (R)-3-(1-isopropyl-3-(4-(trifluoromethyl)phenyl)-1H-1,2,4-triazol-5-yl)cyclopentanone